monothiooctyl-N-phenyl-alpha-naphthylamine C(CCCCCCC=S)N(C1=CC=CC=C1)C1=CC=CC2=CC=CC=C12